CC1(CCCC(C1)(CN=C=O)C)C 3,3,5-trimethyl-5-isocyanatomethyl-cyclohexane